(S)-(+)-2-(3-benzoylphenyl)propionic acid C[C@@H](C1=CC(=CC=C1)C(=O)C2=CC=CC=C2)C(=O)O